phenyl-5-nitrofuran-2-carboxamide C1(=CC=CC=C1)C1=C(OC(=C1)[N+](=O)[O-])C(=O)N